FC(C1=CC=C(C=C1)C=1C(=NC(=CN1)CCC(F)(F)F)N1CCC(CC1)C(=O)O)(F)F 1-(3-(4-(trifluoromethyl)phenyl)-6-(3,3,3-trifluoropropyl)pyrazin-2-yl)piperidine-4-carboxylic acid